trans-4-(6-chloro-1H-pyrazolo[3,4-d]pyrimidin-1-yl)cyclohexan-1-ol ClC1=NC=C2C(=N1)N(N=C2)[C@@H]2CC[C@H](CC2)O